ClC1=C(C=NN(C1=O)C1=CC=CC=C1)N1CCN(CC1)C(=O)C1=NN(C(C2=CC=CC=C12)=O)C 4-[[4-(5-chloro-1,6-dihydro-6-oxo-1-phenyl-4-pyridazinyl)-1-piperazinyl]carbonyl]-2-methyl-1(2H)-phthalazinone